7-methoxy-2-methyl-6-(1-methyl-6-oxo-1,6-dihydropyridin-3-yl)phthalazin-1(2H)-one COC1=C(C=C2C=NN(C(C2=C1)=O)C)C1=CN(C(C=C1)=O)C